tert-Butyl 5-amino-4-(5-(1-methyl-2-((1r,4r)-4-(trifluoromethyl)cyclohexyl)-1H-imidazol-4-yl)-1-oxoisoindolin-2-yl)-5-oxopentanoate NC(C(CCC(=O)OC(C)(C)C)N1C(C2=CC=C(C=C2C1)C=1N=C(N(C1)C)C1CCC(CC1)C(F)(F)F)=O)=O